(3,4-epoxycyclohexyl)-methyl-trimethoxysilane C1(CC2C(CC1)O2)CO[Si](OC)(OC)C